tert-butyl (S)-2-((2-fluoro-4-methyl-5-((1-(7-vinylquinolin-5-yl)cyclopropyl) carbamoyl)phenoxy)methyl)azetidine-1-carboxylate FC1=C(OC[C@H]2N(CC2)C(=O)OC(C)(C)C)C=C(C(=C1)C)C(NC1(CC1)C1=C2C=CC=NC2=CC(=C1)C=C)=O